BrC=1C=C(C=C(C1)C(C)(C)C)C1=CC(=CC(=C1)C(C)(C)C)C1=CC(=CC(=C1)C(C)(C)C)C(C)(C)C 3-bromo-3'',5,5',5''-tetratertbutyl-1,1':3',1''-terphenyl